BrC1=CC2=C(N=C(O2)C)C=C1 6-bromo-2-methyl-benzo[d]-oxazole